6-[3-aminopropyl]-2-chloro-5-fluoro-N-[(furan-2-yl)methyl]-7H-pyrrolo[2,3-d]pyrimidin-4-amine NCCCC1=C(C2=C(N=C(N=C2NCC=2OC=CC2)Cl)N1)F